5-methyl-2-oxoindoline-6-carboxylic acid CC=1C=C2CC(NC2=CC1C(=O)O)=O